FC1=C2C=CN(C2=C(C=C1)C(=O)NC1CC2(CCC2)C1)C(C)C1=CC=C(C=C1)C1=CC(=CC=C1)OC 6-(4-Fluoro-1-(1-(3'-methoxy-[1,1'-biphenyl]-4-yl)ethyl)-1H-indol-7-carboxamido)spiro-[3.3]heptan